[N+](=O)([O-])C=1N(C=CC1)C1(CC1)/C=C/C(C)=O (E)-4-(1-(2-nitro-1H-pyrrol-1-yl)cyclopropyl)but-3-en-2-one